4,4-Methylenebis(2-methylcyclohexylamine) CC1CC(CCC1N)CC2CCC(C(C2)C)N